NC1=NC(=C(C(=C1S(=O)(=O)NC(=O)C=1OC2=C(C1)C(=CC(=C2)N2CCC2)F)C)Cl)C N-(2-amino-5-chloro-4,6-dimethylpyridine-3-sulfonyl)-6-(azetidin-1-yl)-4-fluoro-1-benzofuran-2-carboxamide